tert-butyl (S)-6-(3-(4-benzyl-2-(methoxymethyl)-2-methylpiperazin-1-yl)-4-iodo-5-methyl-1H-pyrazol-1-yl)-2-azaspiro[3.3]heptane-2-carboxylate C(C1=CC=CC=C1)N1C[C@@](N(CC1)C1=NN(C(=C1I)C)C1CC2(CN(C2)C(=O)OC(C)(C)C)C1)(C)COC